chloro-2-ethylbenzoate ClC=1C(=C(C(=O)[O-])C=CC1)CC